C(CCC)C1=C(C=CC=C1)SC1=CC=C(C=C1)C(C(CC)=O)=O 1-[4-(butylphenylthio)phenyl]-1,2-butanedione